(R)-N-(1-(3-(1,1-difluoro-2-methoxyethyl)phenyl)ethyl)-2-(methoxymethyl)-6-morpholinopyrido[3,4-d]pyrimidin-4-amine FC(COC)(F)C=1C=C(C=CC1)[C@@H](C)NC=1C2=C(N=C(N1)COC)C=NC(=C2)N2CCOCC2